C1=CC(=CC2=NC3=CC=CC=C3C=C12)C(=O)NCC(=O)N1CC2(OCCO2)C[C@H]1C(=O)OC methyl (S)-7-((acridine-3-carbonyl)glycyl)-1,4-dioxa-7-azaspiro[4.4]nonane-8-carboxylate